C1(CC1)CCNCC1=CC(=NC(=C1)C)N1C(C2=CC(=CC=C2C1)C1=C(C=C(C=C1)F)C1=NN=CN1C)=O 2-(4-(((2-Cyclopropylethyl)amino)methyl)-6-methylpyridin-2-yl)-6-(4-fluoro-2-(4-methyl-4H-1,2,4-triazol-3-yl)phenyl)isoindolin-1-one